bis(8-oxo-8-(pentadecan-7-yloxy)octyl) 2-((tert-butyldiphenylsilyl)oxy)pentanedioate [Si](C1=CC=CC=C1)(C1=CC=CC=C1)(C(C)(C)C)OC(C(=O)OCCCCCCCC(OC(CCCCCC)CCCCCCCC)=O)CCC(=O)OCCCCCCCC(OC(CCCCCC)CCCCCCCC)=O